(R)-4-(4-((2R,4r,6S)-2-cyano-7-((5-methoxy-7-methyl-1H-indol-4-yl)methyl)-7-azaspiro[3.5]nonan-6-yl)benzoyl)morpholine-2-carboxylic acid C(#N)C1CC2(C1)C[C@H](N(CC2)CC2=C1C=CNC1=C(C=C2OC)C)C2=CC=C(C(=O)N1C[C@@H](OCC1)C(=O)O)C=C2